COC1=CC=C(C=C1)C1=NC2=C(C=C(C=C2C(C1C)=O)C)[C@H](C)CC(C)(S(=O)N)C ((R)-1-(2-(4-methoxyphenyl)-3,6-dimethyl-4-oxo-3,4-dihydroquinolin-8-yl)ethyl)-2-methylpropan-2-sulfinamide